C(C)(C)(C)OC(=O)N1CC2(CC2)C[C@H]1C1=NC=C2N1C=CN=C2Cl (S)-6-(8-chloroimidazo[1,5-a]pyrazin-3-yl)-5-azaspiro[2.4]heptane-5-carboxylic acid tert-butyl ester